OCCS(=O)(=O)O.OCCS(=O)(=O)O hydroxyethylsulfonate (2-hydroxyethanesulfonate)